NC=1C=2N(C3=CC(=C(C=C3N1)F)C(=O)N1[C@@H]3[C@H](CCC1)OC1=C3C=C(C(=C1)OC(F)(F)F)F)C=NC2 (4-amino-7-fluoroimidazo[1,5-a]quinoxalin-8-yl)((4aS,9bS)-8-fluoro-7-(trifluoromethoxy)-3,4,4a,9b-tetrahydrobenzofuro[3,2-b]pyridin-1(2H)-yl)methanone